BrC1=C2C(C=COC2=CC=C1Br)=O 5,6-dibromo-4H-chromen-4-one